ClC1=CC(=C(C=C1)CNC1=NC=2CN(CCC2C=C1C(F)(F)F)CC1=NC2=C(N1C[C@H]1OCC1)C=C(C=C2)C(=O)O)F 2-[(2-{[(4-Chloro-2-fluorophenyl)methyl]amino}-3-(trifluoromethyl)-5,6,7,8-tetrahydro-1,7-naphthyridin-7-yl)methyl]-1-{[(2S)-oxetan-2-yl]methyl}-1H-1,3-benzodiazole-6-carboxylic acid